C(C)(C)(C)OC(=O)[C@@H]1N([C@H]([C@@]([C@H]1C1=CC(=CC=C1)Cl)(C1=C(C=C(C=C1)Cl)F)CN)CC(C)(C)C)CC(F)F (2R,3R,4S,5S)-4-(aminomethyl)-4-(4-chloro-2-fluorophenyl)-3-(3-chlorophenyl)-1-(2,2-difluoroethyl)-5-neopentylpyrrolidine-2-carboxylic acid tert-butyl ester